5-chloro-N-(2,4-dimethoxybenzyl)-2,4-difluoro-N-(thiazol-2-yl)benzenesulfonamide ClC=1C(=CC(=C(C1)S(=O)(=O)N(C=1SC=CN1)CC1=C(C=C(C=C1)OC)OC)F)F